1,3-di(2'-aminoethyl)-2-methylimidazolium NCCN1C(=[N+](C=C1)CCN)C